3-(3-acetoxyl-4-methoxyphenyl)-7-acetoxyl-coumarin O(C(=O)C)C=1C=C(C=CC1OC)C=1C(OC2=CC(=CC=C2C1)OC(=O)C)=O